tert-butyl 3-((6-cyanopyridin-3-yl)oxy)azetidine-1-carboxylate C(#N)C1=CC=C(C=N1)OC1CN(C1)C(=O)OC(C)(C)C